C(C)(C)(C)OC(=O)NC1=CC=CC=N1 6-((tert-butyloxycarbonyl)amino)pyridine